3-fluoro-2-isopropylisonicotinic acid FC1=C(C(=O)O)C=CN=C1C(C)C